C(CC)(=O)OCCCCCCCCCCCCCCCCCCCC icosanyl propanoate